1,2,4λ2-triazol-3(2H)-one N=1NC([N]C1)=O